ClC=1C(=C(C=CC1C1OCCCO1)C1=C(SC=2N=CN=C(C21)O[C@@H](C(=O)OCC)CC2=C(C=CC(=C2)C=O)OCC2=CC=C(C=C2)OC)C2=CC=C(C=C2)F)C (2R)-ethyl 2-((5-((1S)-3-chloro-4-(1,3-dioxan-2-yl)-2-methylphenyl)-6-(4-fluorophenyl)thieno[2,3-d]pyrimidin-4-yl)oxy)-3-(5-formyl-2-((4-methoxybenzyl)oxy)phenyl)propanoate